[C@H](C)(CC)NC(O[C@H]1CO[C@H](C1)C=1C=NC(=NC1)NC1=CC(=C(C=C1)F)C(N)=O)=O (3R,5R)-5-(2-((3-carbamoyl-4-fluorophenyl)amino)pyrimidin-5-yl)tetrahydrofuran-3-yl ((S)-sec-butyl)carbamate